(3-bromopyridin-2-yl)methane-d2-ol BrC=1C(=NC=CC1)C(O)([2H])[2H]